amino-piperidine-5-carboxylic acid NN1CCCC(C1)C(=O)O